CC(CCCC(C)O)CCCC(CCCC(C)C)C 6,10,14-TRIMETHYL-pentadecan-2-ol